N-((9-beta-D-ribofuranosyl-2-methylsulfanyl-purin-6-yl)carbamoyl)threonine [C@@H]1([C@H](O)[C@H](O)[C@H](O1)CO)N1C2=NC(=NC(=C2N=C1)NC(=O)N[C@@H]([C@H](O)C)C(=O)O)SC